N-methyl-2-mercapto-benzamide CNC(C1=C(C=CC=C1)S)=O